3-adamantanamine C12CC3(CC(CC(C1)C3)C2)N